CN1C(CN(CC1)C)C=1SC2=C(N1)C=C(C=C2)[C@@H]2N(C[C@H](CC2)C)C(=O)OCC2=CC=CC=C2 (2R,5S)-benzyl 2-(2-(1,4-dimethylpiperazin-2-yl)benzo[d]thiazol-5-yl)-5-methylpiperidine-1-carboxylate